dimethoxy(methyl)phosphonic acid COOP(OOC)(=O)C